(11Z,13E)-hexadecadien-1-al C(C=CC=CCCCCCCCCCCC)=O